[N+](=O)([O-])/C=C/C1=CC=C(C=C1)O 4-[(E)-2-Nitroethenyl]phenol